tert-butyl (1R,5S)-8-[3-[(1-benzyloxycarbonyl-4-piperidylidene)methyl]phenyl]-3,8-diazabicyclo[3.2.1]octane-3-carboxylate C(C1=CC=CC=C1)OC(=O)N1CCC(CC1)=CC=1C=C(C=CC1)N1[C@H]2CN(C[C@@H]1CC2)C(=O)OC(C)(C)C